N=1NC=C2C1NC(NC2)=O 2,4,5,7-tetrahydro-pyrazolo[3,4-d]Pyrimidin-6-one